C12CN(CC(CNC1)O2)C2=CC=C1C[C@H](COC1=C2)NC(=O)C2=C(C=1C(=NC(=CC1C)C)S2)N N-((3R)-7-(9-oxa-3,7-diazabicyclo[3.3.1]nonan-3-yl)chroman-3-yl)-3-amino-4,6-dimethylthieno[2,3-b]pyridine-2-carboxamide